ClCCOCCOCC(=O)O 2-(2-(2-Chloroethoxy)ethoxy)acetic acid